FC=1C=C(C=C(C1)C(F)(F)F)NC(=O)C1=CSC=2CN(CCC21)C(=O)C=2C=NN1C2N=CC=C1 N-(3-fluoro-5-(trifluoro-methyl)phenyl)-6-(pyrazolo[1,5-a]pyrimidine-3-carbonyl)-4,5,6,7-tetra-hydrothieno[2,3-c]pyridine-3-carboxamide